[Na+].OC1=C(C(=O)[O-])C=CC=C1 hydroxybenzoic acid, sodium salt